FC1=C(CN2CC(N(C=3C=NC=4N=C(C=CC4C32)OC)CC(F)(F)F)=O)C(=CC(=C1)SCC1=CC=C(C=C1)OC)F 1-(2,6-difluoro-4-((4-methoxybenzyl)thio)benzyl)-8-methoxy-4-(2,2,2-trifluoroethyl)-1,4-Dihydropyrazino[2,3-c][1,8]naphthyridin-3(2H)-one